3-[[2-methoxy-5-(trifluoromethoxy)phenyl]methylamino]-2-phenyl-piperidine COC1=C(C=C(C=C1)OC(F)(F)F)CNC1C(NCCC1)C1=CC=CC=C1